2,2'-bistrifluoromethylbiphenyl-diamine FC(C1(C(=CC=CC1N)C1=C(C=CC=C1)C(F)(F)F)N)(F)F